3-(1-methylsulfonyl-4-piperidinyl)-1H-pyrrole-2-carboxylic acid benzyl ester C(C1=CC=CC=C1)OC(=O)C=1NC=CC1C1CCN(CC1)S(=O)(=O)C